C1(CCC(CC1)CCO)CCO 4-cyclohexane-diethanol